FC1(CCN(CCC1)C1=NC=2CCC(CC2C=C1C(=O)OC)C)F methyl 2-(4,4-difluoroazepan-1-yl)-6-methyl-5,6,7,8-tetrahydroquinoline-3-carboxylate